phenanthro[1,2-c]furan-8-yl 4-(4-(3-((4-((2-((S)-2-cyano-4,4-difluoropyrrolidin-1-yl)-2-oxoethyl) carbamoyl) quinolin-6-yl) oxy) propyl) piperazin-1-yl)-4-oxobutanoate C(#N)[C@H]1N(CC(C1)(F)F)C(CNC(=O)C1=CC=NC2=CC=C(C=C12)OCCCN1CCN(CC1)C(CCC(=O)OC1=CC=2C=3C=CC=4C(=COC4)C3C=CC2C=C1)=O)=O